N-(3-chloro-2-methylphenyl)-2-[(methylamino)methyl]-6-({[2-(trifluoromethyl)phenyl]carbonyl}amino)-1H-benzoimidazole-4-carboxamide ClC=1C(=C(C=CC1)NC(=O)C1=CC(=CC=2NC(=NC21)CNC)NC(=O)C2=C(C=CC=C2)C(F)(F)F)C